2-(5-chloro-2,3-dihydro-1H-indol-1-yl)-N-{(3S)-4-[2-(4-chloro-3-fluorophenoxy)acetamido]-3-hydroxybicyclo[2.2.2]octan-1-yl}acetamide ClC=1C=C2CCN(C2=CC1)CC(=O)NC12C[C@@H](C(CC1)(CC2)NC(COC2=CC(=C(C=C2)Cl)F)=O)O